C(C1=CC=CC=C1)S.[I] iodine benzyl mercaptan